N1(C=NC=C1)C=1N=C(C2=C(N1)CCC2)C(=O)N[C@@H]2COCC2 2-(imidazol-1-yl)-N-[(3S)-oxolan-3-yl]-5H,6H,7H-cyclopenta[d]pyrimidine-4-carboxamide